N-[4-(2,4-difluorophenoxy)-3-(6-methyl-7-oxo-6,7-dihydro-1H-pyrrolo[2,3-c]pyridin-4-yl)phenyl]cyclopropanesulfonamide FC1=C(OC2=C(C=C(C=C2)NS(=O)(=O)C2CC2)C=2C3=C(C(N(C2)C)=O)NC=C3)C=CC(=C1)F